[C-]#N.C(CCCCCCCCC)[N+]1=CC=C(C=C1)CCC 1-Decyl-4-propylpyridinium cyanid